OC1=C(C(=CC=C1)C)B(O)O 2-HYDROXY-6-METHYLPHENYLBORONIC ACID